2-amino-3-(3-cyclopropyl-4-((4-(cyclopropylamino)-5-(trifluoromethyl)pyrimidin-2-yl)amino)-1H-pyrazol-1-yl)propionic acid NC(C(=O)O)CN1N=C(C(=C1)NC1=NC=C(C(=N1)NC1CC1)C(F)(F)F)C1CC1